phenyl-acetaldehyde digeranyl acetal C(\C=C(/C)\CCC=C(C)C)OC(CC1=CC=CC=C1)OC\C=C(/C)\CCC=C(C)C